NC=1C=C(C=CC1)N1N=C(C2=NC=CC=C21)NC=2C(=C1C=NN(C1=CC2)C2OCCCC2)Cl 1-(3-aminophenyl)-N-(4-chloro-1-tetrahydropyran-2-yl-indazol-5-yl)pyrazolo[4,3-b]pyridin-3-amine